tert-Butyl N-(oxetan-3-ylamino)carbamate O1CC(C1)NNC(OC(C)(C)C)=O